tripyrrolidin-1-ylphosphanium N1(CCCC1)[PH+](N1CCCC1)N1CCCC1